((1-benzyl-1H-indol-4-yl)methyl)cyclopropylamine C(C1=CC=CC=C1)N1C=CC2=C(C=CC=C12)CNC1CC1